FC=1C=C(C=CC1C1=NC=2C=CNC(C2C(=C1)NC1=NC=C(C=C1)N1CCC(CC1)O)=O)NC(=O)C1CCCCC1 N-[3-fluoro-4-[4-[[5-(4-hydroxy-1-piperidyl)-2-pyridyl]amino]-5-oxo-6H-1,6-naphthyridin-2-yl]phenyl]cyclohexanecarboxamide